FNC=1NC(C=2NC=NC2N1)=O Fluoroguanine